[6-[1-[2-(aminomethyl)-3,3-difluoro-allyl]-5-oxo-1,2,4-triazol-4-yl]-2-pyridinyl]-8-methyl-3,4-dihydro-1H-quinolin-2-one trifluoroacetate FC(C(=O)O)(F)F.NCC(CN1N=CN(C1=O)C1=CC=CC(=N1)N1C(CCC2=CC=CC(=C12)C)=O)=C(F)F